(1S,3S,5R)-5-((2-azidoethoxy)methyl)-2-azabicyclo[3.1.0]hexane-3-carboxylic acid ethyl ester C(C)OC(=O)[C@H]1N[C@H]2C[C@]2(C1)COCCN=[N+]=[N-]